BrC=1C=C2C(CCNC2=C(C1)F)NCCCNC1=CC(C2=C(N1)C=CS2)=O 5-[3-(6-Bromo-8-fluoro-1,2,3,4-tetrahydro-quinolin-4-ylamino)-propylamino]-4H-thieno[3,2-b]pyridin-7-one